1,3,5-triphenyl-pentane C1(=CC=CC=C1)CCC(CCC1=CC=CC=C1)C1=CC=CC=C1